NC1=NC=2C=CC(=CC2C2=C1C=NN2C)C(=O)N([C@@H]2COC1=C2C=CC(=C1)C1=NNC(=C1)C(F)(F)F)C 4-amino-N,1-dimethyl-N-((3S)-6-(5-(trifluoromethyl)-1H-pyrazol-3-yl)-2,3-dihydro-1-benzofuran-3-yl)-1H-pyrazolo[4,3-c]quinoline-8-carboxamide